Cl.NCC1=CNC(C2=CC=C(C=C12)C=1C=NN(C1C1=C(C#N)C(=CC(=C1)Cl)OC1CC1)C)=O 2-(4-(4-(aminomethyl)-1-oxo-1,2-dihydroisoquinolin-6-yl)-1-methyl-1H-pyrazol-5-yl)-4-chloro-6-cyclopropyloxybenzonitrile hydrochloride